CN1C(N(C2=C1C=C1OC3(CCNCC3)CCC1=C2)C2C(NC(CC2)=O)=O)=O 3-(3-methyl-2-oxo-2,3,7,8-tetrahydro-1H-spiro[chromeno[6,7-d]imidazole-6,4'-piperidin]-1-yl)piperidine-2,6-dione